CS(=O)(=O)N1CCC(CC1)NC1=NC2=C(C=CC=C2C=N1)C1CC2(CCNC2)CC1 N-(1-(methylsulfonyl)piperidin-4-yl)-8-(2-azaspiro[4.4]nonan-7-yl)quinazolin-2-amine